N-{3-fluoro-4-[4-(morpholine-4-carbonyl)piperidin-1-yl]phenyl}-4-(furo[3,2-c]pyridin-4-yl)benzamide FC=1C=C(C=CC1N1CCC(CC1)C(=O)N1CCOCC1)NC(C1=CC=C(C=C1)C1=NC=CC2=C1C=CO2)=O